C(C1=CC=CC=C1)OC(=O)N1[C@@H]2C[C@@H]([C@H](C1)C2)OC(=O)C2=CC=C(C=C2)[N+](=O)[O-] (1S,4S,5S)-5-[(4-nitrophenyl)carbonyloxy]-2-azabicyclo[2.2.1]heptane-2-carboxylic acid benzyl ester